1-(3-bromo-1-methyl-1H-pyrazol-4-yl)-N-methyl-methane-d2-amine BrC1=NN(C=C1C(NC)([2H])[2H])C